3-[(4-Fluorophenoxy)methyl]-4-methyl-2-[2-methyl-5-(1H-pyrazol-1-yl)-1,3-thiazol-4-carbonyl]-2-azabicyclo[3.1.1]heptan FC1=CC=C(OCC2N(C3CC(C2C)C3)C(=O)C=3N=C(SC3N3N=CC=C3)C)C=C1